3-((S)-but-3-en-2-yl)-N-(2,4-difluorobenzyl)-5-hydroxy-1-(3-methylbut-3-en-2-yl)-4,6-dioxo-2,3,4,6-tetrahydro-1H-pyrido[2,1-f][1,2,4]triazine-7-carboxamide C[C@@H](C=C)N1CN(N2C(C1=O)=C(C(C(=C2)C(=O)NCC2=C(C=C(C=C2)F)F)=O)O)C(C)C(=C)C